S1C=NC2=C1C=CC(=C2)C2=CC=C(C=C2)C[C@@H](C#N)C2(OCCCNC2)C(=O)N (1S)-2-[4-(1,3-Benzothiazol-5-yl)phenyl]-1-cyanoethyl-1,4-oxazepane-2-carboxamide